[N+](=O)([O-])NC(=O)OCC nitro-urethane